FC(C(C(F)(F)F)OC(=O)N1CCC(CC1)C1=NN2C(CCC3=CC(=CN=C23)F)=C1C)(F)F.CC=1C=C(C=C(C1)C)[B-](C1=CC(=CC(=C1)C)C)(C1=CC(=CC(=C1)C)C)C1=CC(=CC(=C1)C)C.C(CCC)[NH+](CCCC)CCCC tri(n-butyl)ammonium tetrakis(3,5-dimethylphenyl)borate 1,1,1,3,3,3-hexafluoropropan-2-yl-4-(7-fluoro-3-methyl-4,5-dihydropyrazolo[1,5-a][1,8]naphthyridin-2-yl)piperidine-1-carboxylate